C(C)(C)(C)OC(=O)NCCCNC(=O)C1=CC(=CC(=N1)C(=O)NCCCNC(OC(C)(C)C)=O)C(NCCCN(C)C)=O tert-butyl N-[3-[[6-[3-(tert-butoxycarbonylamino)propylcarbamoyl]-4-[3-(dimethylamino)propylcarbamoyl]pyridine-2-carbonyl]amino]propyl]carbamate